3-Bromo-4-(hydroxymethyl)-N,N-dimethylbenzamide BrC=1C=C(C(=O)N(C)C)C=CC1CO